C(C)(C)(C)OC(=O)N1C[C@@H]([C@@H](CC1)N)C.CC1=CC=C(C=C1)C(CCN1N=CN=C1)=O 1-(4-METHYLPHENYL)-3-(1H-1,2,4-triazol-1-yl)propan-1-one tert-butyl-(3S,4R)-4-amino-3-methyl-piperidine-1-carboxylate